2-(6-{[(1S,3R,5R)-1,5-dimethyl-8-azabicyclo[3.2.1]oct-3-yl]oxy}pyridazin-3-yl)-5-(pyrimidin-5-yl)pyridin-3-ol dihydrochloride Cl.Cl.C[C@@]12CC(C[C@@](CC1)(N2)C)OC2=CC=C(N=N2)C2=NC=C(C=C2O)C=2C=NC=NC2